C(C1=CC=CC=C1)(C1=CC=CC=C1)(C1=CC=CC=C1)NC(C=C)=O N-Tritylacrylamide